N-(2-(2-fluoro-7-hydroxynaphthalen-1-yl)ethyl)acetamide FC1=C(C2=CC(=CC=C2C=C1)O)CCNC(C)=O